OC(C)C1=CC=CC(=N1)NC1CCC(N(CC1)C=O)C (5-((6-(1-hydroxyethyl)pyridin-2-yl)amino)-2-methylazepan-1-yl)methanone